The molecule is a 3beta-hydroxy steroid that is 4-methylergosta-7,24(28)-dien-3-ol substituted by additional hydroxy groups at positions 2 and 21 (the 2alpha,3beta,4alpha,5alpha stereoisomer). It has been isolated from the roots of Breynia fruticosa and exhibits cytotoxic activity against human cancer cell lines. It has a role as an antineoplastic agent and a plant metabolite. It is a 3beta-hydroxy steroid, a 21-hydroxy steroid and a triol. C[C@H]1[C@@H]2CC=C3[C@@H]4CC[C@@H]([C@]4(CC[C@@H]3[C@]2(C[C@H]([C@@H]1O)O)C)C)[C@@H](CCC(=C)C(C)C)CO